NC1=C(C(=CC=C1)Br)C(C)=O 1-(2-amino-6-bromo-phenyl)ethanone